FC=1C(=NC=CC1OC)CN C-(3-fluoro-4-methoxy-pyridin-2-yl)-methylamine